N-ethyl-N-isopropyl-2-(5-methoxy-6-methyl-1H-indol-3-yl)-2-oxoacetamide C(C)N(C(C(=O)C1=CNC2=CC(=C(C=C12)OC)C)=O)C(C)C